rel-(S)-N-(1-cyanocyclopropyl)-8-(3-cyclopropylmorpholino)-3-(5-(difluoromethyl)-1,3,4-thiadiazol-2-yl)imidazo[1,2-a]pyridine-6-sulfonamide C(#N)C1(CC1)NS(=O)(=O)C=1C=C(C=2N(C1)C(=CN2)C=2SC(=NN2)C(F)F)N2[C@H](COCC2)C2CC2 |o1:27|